CONCC1=CC=CC=C1 Methoxybenzylamine